OC1=CC=C(C(=O)N2CC(CC2)(C(=O)OC)SCC2=CC=C(C=C2)OC)C=C1 methyl 1-(4-hydroxybenzoyl)-3-{[(4-methoxyphenyl)methyl]sulfanyl}pyrrolidine-3-carboxylate